S(=O)(=O)(ON1[C@@H]2CC[C@H](N(C1=O)C2)C(NS(=O)(=O)C2=NOC=C2)=N)O (2S,5R)-2-(N-(isoxazol-3-ylsulfonyl) carbamimidoyl)-7-oxo-1,6-diazabicyclo[3.2.1]octan-6-yl hydrogen sulfate